C(C)(=O)OC1(CN(C1)CC1=C(C=C(C=C1)C1CN(C1)C1=C(C=CC=C1Cl)Cl)F)C 1-(4-(1-(2,6-dichlorophenyl)azetidin-3-yl)-2-fluorobenzyl)-3-methylazetidin-3-yl acetate